2,6-diethyl-4-propoxyphenol C(C)C1=C(C(=CC(=C1)OCCC)CC)O